3-(1-((1r,4r,5s)-2-azabicyclo[2.1.1]hexane-5-yl)-8-(2-cyanoethyl)-4-ethoxy-6-fluoro-7-(3-hydroxynaphthalen-1-yl)-1H-pyrrolo[3,2-c]quinolin-2-yl)-N,N-dimethylpropionamide [C@H]12NC[C@H]([C@@H]1N1C(=CC=3C(=NC=4C(=C(C(=CC4C31)CCC#N)C3=CC(=CC1=CC=CC=C31)O)F)OCC)CCC(=O)N(C)C)C2